ClC=1C=C(C=CC1)[C@@H](CN1C[C@H](CCC1)COC1=CC=C(C=C1)S(=O)(=O)C)O |o1:7| (S) or (R)-1-(3-chlorophenyl)-2-((S)-3-((4-(methylsulfonyl)phenoxy)methyl)piperidin-1-yl)ethan-1-ol